COC(CN=C(SC)SC)=O [Bis(methylthio)methylene]glycine methyl ester